FC1=C(C#N)C=CC(=C1)OC(C)C1=NC=CC(=N1)OC1CCNCC1 fluoro-4-(1-(4-(piperidin-4-yloxy)pyrimidin-2-yl)ethoxy)benzonitrile